[4-fluoro-6-{[(2R,7aS)-2-fluorotetrahydro-1H-pyrrolizin-7a(5H)-yl]methoxy}-8-(8-oxa-3-azabicyclo[3.2.1]octan-3-yl)-2,7-naphthyridin-3-yl]naphthalen-2-ol FC1=C(N=CC2=C(N=C(C=C12)OC[C@]12CCCN2C[C@@H](C1)F)N1CC2CCC(C1)O2)C2=C(C=CC1=CC=CC=C21)O